phenyl (2,3-dihydrobenzofuran-5-yl)carbamate O1CCC2=C1C=CC(=C2)NC(OC2=CC=CC=C2)=O